(1R,4R)-2-Azabicyclo[2.2.1]hept-2-ylacetic acid [C@@H]12N(C[C@H](CC1)C2)CC(=O)O